O1CCOCC12CCNCC2 1,4-dioxa-9-azaspiro[5.5]undecane